ClC=1C=C(C=CC1)[C@@H](CN[C@H](CC1=CC=C(OCC(=O)O)C=C1)C)O 2-[4-[(2S)-2-[[(2S)-2-(3-chlorophenyl)-2-hydroxyethyl]amino]propyl]phenoxy]-acetic acid